2,2,2-trifluoroethyl (CIS)-3-(methylsulfonamido)-2-((((CIS)-4-phenylcyclohexyl)oxy)methyl)-pyrrolidine-1-carboxylate CS(=O)(=O)N[C@@H]1[C@@H](N(CC1)C(=O)OCC(F)(F)F)CO[C@@H]1CC[C@@H](CC1)C1=CC=CC=C1